5-methyl-3-(trifluoromethyl)imidazo[1,5-a]pyridin-6-ol CC1=C(C=CC=2N1C(=NC2)C(F)(F)F)O